N1(CCCCCC1)S(=O)(=O)C=1C=C(C=CC1C)NC([C@@H](CC)N1N=CC(=C(C1=O)Cl)Cl)=O (R)-N-(3-(azepan-1-ylsulfonyl)-4-methylphenyl)-2-(4,5-dichloro-6-oxopyridazin-1(6h)-yl)butanamide